C=C(C=CC=CC=CCCCCC)C(=O)[O-] trideca-1,3,5,7-tetraene-2-carboxylate